ClC1=C(C=C2C(=C(NC2=C1F)C1=NC(=NN1)C(COC)=O)C=1C=NNC1)OC 1-(5-(6-chloro-7-fluoro-5-methoxy-3-(1H-pyrazol-4-yl)-1H-indol-2-yl)-1H-1,2,4-triazol-3-yl)-2-methoxyethan-1-one